C(CCC)N(C(=O)OCC)CC1=C(C(=O)OCC(CCCC)CC)C=CC=C1 2-ethylhexyl 2-((butyl(ethoxycarbonyl)amino)methyl)benzoate